O1CC=NC2=C1C=CC(=C2)C(=O)O 1,4-benzoxazine-6-carboxylic acid